1-((2-(3-(tert-Butyl)phenyl)-4-fluoro-1H-pyrrolo[2,3-c]pyridin-5-yl)thio)cyclopropane-1-carboxylic acid C(C)(C)(C)C=1C=C(C=CC1)C1=CC=2C(=CN=C(C2F)SC2(CC2)C(=O)O)N1